7-(4-((1r,2s,5s)-8-oxa-3-azabicyclo[3.2.1]oct-2-yl)phenyl)-6-chloro-3-((1-(4-chlorobenzoyl)-4-hydroxypiperidin-4-yl)methyl)-3,7-dihydro-4H-pyrrolo[2,3-d]pyrimidin-4-one [C@H]12[C@@H](NC[C@H](CC1)O2)C2=CC=C(C=C2)N2C(=CC1=C2N=CN(C1=O)CC1(CCN(CC1)C(C1=CC=C(C=C1)Cl)=O)O)Cl